[N+](=O)([O-])C=1C(=NC(=NC1)C1=C(C=CC=C1)C(C)C)NCC1=CC=C(C=C1)N1N=CC=C1 5-nitro-2-[2-(propan-2-yl)phenyl]-N-[[4-(1H-pyrazol-1-yl)phenyl]methyl]pyrimidin-4-amine